5-methoxycoumarine COC1=C2C=CC(OC2=CC=C1)=O